COC=1C=C(C(=O)N2CCC3=CC(=CC=C23)[C@@H](C)NC(C2=CC=C(C=C2)Cl)=O)C=CC1 (R)-N-(1-(1-(3-methoxybenzoyl)-2,3-dihydro-1H-indol-5-yl)ethyl)-4-chlorobenzamide